ClC1=C(CN(CCCOC=2C=C(C=CC2)CC(=O)N)CC(C2=CC=CC=C2)C2=CC=CC=C2)C=CC=C1C(F)(F)F 2-(3-(3-((2-CHLORO-3-(TRIFLUOROMETHYL)BENZYL)(2,2-DIPHENYLETHYL)AMINO)PROPOXY)PHENYL)ACETAMIDE